(2S)-2-(4-(methoxycarbonyl)phenyl)-4-(1H-pyrazol-1-yl)piperidine COC(=O)C1=CC=C(C=C1)[C@H]1NCCC(C1)N1N=CC=C1